N,N-dimethyl-aminoethylenediamine CN(CCNN)C